1-(5-((4-Carbamimidoylphenoxy)carbonyl)thiazol-2-yl)piperidin C(N)(=N)C1=CC=C(OC(=O)C2=CN=C(S2)N2CCCCC2)C=C1